C([C@@H]1[C@H]([C@@H]([C@H]([C@H](O1)[C@]2([C@@H]([C@H]([C@@H]([C@H](O2)CO)O)O)O)O)O)O)O)O alpha-D-Glucopyranosyl-alpha-D-glucopyranose